3-chloro-2-(2-chloroethoxy)-5-(6-methoxynaphthalen-1-yl)benzonitrile ClC=1C(=C(C#N)C=C(C1)C1=CC=CC2=CC(=CC=C12)OC)OCCCl